(2S,4R)-1-(1-acetylpyrrolidine-3-carbonyl)-4-fluoro-N-[(S)-phenyl[4-(propan-2-yl)phenyl]methyl]pyrrolidine-2-carboxamide C(C)(=O)N1CC(CC1)C(=O)N1[C@@H](C[C@H](C1)F)C(=O)N[C@H](C1=CC=C(C=C1)C(C)C)C1=CC=CC=C1